(S)-2-(1-acetyl-1,2,3,6-tetrahydropyridin-4-yl)-N-(2-methyl-5-(2-(2-methylpyrrolidin-1-yl)acetamido)pyridin-3-yl)-1H-pyrrolo[2,3-b]pyridine-5-carboxamide C(C)(=O)N1CCC(=CC1)C1=CC=2C(=NC=C(C2)C(=O)NC=2C(=NC=C(C2)NC(CN2[C@H](CCC2)C)=O)C)N1